[1-(2,6-dioxo-3-piperidinyl)-3-methyl-2-oxo-benzoimidazol-4-yl]-3,3-difluoro-piperidine-1-carboxylic acid tert-butyl ester C(C)(C)(C)OC(=O)N1C(C(CCC1)(F)F)C1=CC=CC=2N(C(N(C21)C)=O)C2C(NC(CC2)=O)=O